O-methyl-ribose CO[C@@H](C=O)[C@H](O)[C@H](O)CO